(+-)-(1S,2S,3R,5R)-3-azido-2-fluoro-9-azabicyclo[3.3.1]Nonane-9-carboxylic acid tert-butyl ester C(C)(C)(C)OC(=O)N1[C@@H]2[C@@H]([C@@H](C[C@H]1CCC2)N=[N+]=[N-])F |r|